1-(trans-4-cyanotetrahydropyran-3-yl)-3-[(4-ethyl-2-hydroxy-1,2-benzoxaborinin-6-yl)amino]pyrazole-4-carboxamide C(#N)[C@H]1[C@@H](COCC1)N1N=C(C(=C1)C(=O)N)NC=1C=CC2=C(C(=CB(O2)O)CC)C1